P(=O)(O)(O)OC[C@@H]1[C@H]([C@H]([C@@H](O1)N1C=NC=2C(O)=NC(=NC12)C=CF)O)O 2-(fluorovinyl)inosine monophosphate